Mono-butoxyzirconium C(CCC)O[Zr]